methyl 6-chloro-1,2-diazine-3-carboxylate ClC1=CC=C(N=N1)C(=O)OC